methyl (E)-4-(fluoromethylene)-1,3-dimethylpiperidine-3-carboxylate F\C=C/1\C(CN(CC1)C)(C(=O)OC)C